(2S)-N1-(1-(2-(Bicyclo[2.2.2]octan-2-ylamino)-2-oxoethyl)-2-oxo-1,2-dihydropyridin-3-yl)-N6-ethyl-5-oxo-2-(2H-1,2,3-triazol-4-carboxamido)hexandiamid C12C(CC(CC1)CC2)NC(CN2C(C(=CC=C2)NC([C@H](CCC(C(=O)NCC)=O)NC(=O)C2=NNN=C2)=O)=O)=O